ClC=1C=C(CN2CC3(C2)CC(C3)O)C=CC1N1C=NC(=C1)C1=NC(=NC=C1C(F)(F)F)NC1CCN(CC1)S(=O)(=O)C 2-(3-Chloro-4-(4-(2-((1-(methylsulfonyl)-piperidin-4-yl)amino)-5-(trifluoromethyl)-pyrimidin-4-yl)-1H-imidazol-1-yl)benzyl)-2-azaspiro[3.3]heptan-6-ol